C1C[C@H](NC1)C(=O)NCC(=O)O The molecule is a dipeptide consisting of glycine having an L-prolyl group attached to its alpha-amino nitrogen. It is a tautomer of a L-prolinylglycine zwitterion.